N2,N2,N2',N2',N7,N7,N7',N7'-octakis(4-methoxyphenyl)-10-phenyl-10H-spiro[acridine-9,9'-fluorene]-2,2',7,7'-tetraamine COC1=CC=C(C=C1)N(C1=CC2=C(C=C1)N(C1=CC=C(C=C1C21C2=CC(=CC=C2C=2C=CC(=CC12)N(C1=CC=C(C=C1)OC)C1=CC=C(C=C1)OC)N(C1=CC=C(C=C1)OC)C1=CC=C(C=C1)OC)N(C1=CC=C(C=C1)OC)C1=CC=C(C=C1)OC)C1=CC=CC=C1)C1=CC=C(C=C1)OC